C(\C=C\C1=CC(O)=C(O)C=C1)(=O)O.C(CCCCCCC)N1CN(C=C1)C 1-octyl-3-methylimidazole caffeic acid salt